C1(CC1)C([C@@H](C(=O)NC1=NC(=C(C=C1)C=1C(=NC=C(C1)OCC)C)F)NC(=O)C=1N(N=CC1)C(C)C)C1CC1 N-[(1S)-1-(dicyclopropylmethyl)-2-[[5-(5-ethoxy-2-methyl-3-pyridyl)-6-fluoro-2-pyridyl]amino]-2-oxo-ethyl]-2-isopropyl-pyrazole-3-carboxamide